5-(1,1-difluoropropyl)-7-fluoro-6,7-dihydro-5H-pyrrolo[1,2-b][1,2,4]triazole-2-carboxylic acid ethyl ester C(C)OC(=O)C=1N=C2N(N1)C(CC2F)C(CC)(F)F